N-((R)-7-((S)-2,7-diazaspiro[4.5]decan-2-yl)chroman-3-yl)-3-amino-6-methylthieno[2,3-b]pyridine-2-carboxamide C1N(CC[C@@]12CNCCC2)C2=CC=C1C[C@H](COC1=C2)NC(=O)C2=C(C=1C(=NC(=CC1)C)S2)N